[Si](C)(C)(C(C)(C)C)OC[C@H](NC(=O)C=1N=C(SC1)C1=CC=C(C=C1)C(NCCOC)=O)C(=O)OC methyl O-(tert-butyldimethylsilyl)-N-(2-(4-((2-methoxyethyl)carbamoyl)phenyl)thiazole-4-carbonyl)-L-serinate